3-(4-(5-(4-(trifluoromethyl)phenyl)octahydropyrrolo[3,4-c]pyrrole-2-carbonyl)phenyl)oxetan-3-yl acetate C(C)(=O)OC1(COC1)C1=CC=C(C=C1)C(=O)N1CC2CN(CC2C1)C1=CC=C(C=C1)C(F)(F)F